FC1=C(CNC(C(N2CCC=3C=CC(=NC3C2)NC2=CN=CS2)=O)=O)C(=CC=C1)OC N-(2-fluoro-6-methoxybenzyl)-2-oxo-2-(2-(thiazol-5-ylamino)-5,6-dihydro-1,7-naphthyridin-7(8H)-yl)acetamide